(N-(3-dimethylaminopropyl)-N'-ethylcarbodiimide) hydrochloride salt Cl.CN(CCCN=C=NCC)C